2,2,4-trimethylpent-3-yl 3-oxobutyrate O=C(CC(=O)OC(C(C)(C)C)C(C)C)C